9-[2-(azetidin-1-yl) pyrimidin-5-yl]-6-tert-butyl-10-methoxy-2-oxo-6,7-dihydro-2H-pyrido[2,1-a]isoquinoline-3-carboxylate N1(CCC1)C1=NC=C(C=N1)C=1C=C2CC(N3C(C2=CC1OC)=CC(C(=C3)C(=O)[O-])=O)C(C)(C)C